(R)-6-cyclopropyl-2-methyl-4-((1-(4-(2-((methylamino)methyl)phenyl)thiophen-2-yl)ethyl)amino)-2,6-dihydropyrido[3,4-d]pyridazine-1,7-dione C1(CC1)N1C=C2C(=NN(C(C2=CC1=O)=O)C)N[C@H](C)C=1SC=C(C1)C1=C(C=CC=C1)CNC